(((1-benzyl-3,5-dimethyl-1H-pyrazol-4-yl)methyl)(methyl)amino)-3-phenoxypropan-2-ol C(C1=CC=CC=C1)N1N=C(C(=C1C)CN(C)CC(COC1=CC=CC=C1)O)C